(R)-2-(3-hydroxypropyl)-3-oxo-5-(3-((4-(1,3,5-trimethyl-1H-pyrazol-4-yl)pyridin-2-yl)oxy)pyrrolidin-1-yl)-2,3-dihydropyridazine-4-carbonitrile OCCCN1N=CC(=C(C1=O)C#N)N1C[C@@H](CC1)OC1=NC=CC(=C1)C=1C(=NN(C1C)C)C